5-(benzyloxy)-2,3-dimethoxy-9-(trifluoromethyl)-7H-benzo[c]carbazole C(C1=CC=CC=C1)OC1=CC=2NC=3C=C(C=CC3C2C2=C1C=C(C(=C2)OC)OC)C(F)(F)F